FC1=C(C=C(C=C1)F)[C@@H]1N(C[C@H](C1)F)C1=NNC2=NC=C(C=C21)C=2OC(=NN2)COC(F)(F)F 2-(3-((2R,4S)-2-(2,5-Difluorophenyl)-4-fluoropyrrolidin-1-yl)-1H-pyrazolo[3,4-b]pyridin-5-yl)-5-((trifluoromethoxy)methyl)-1,3,4-oxadiazole